C(C)(C)(C)OC(=O)N1CC(C(CC1)(OCC)OCC)N 3-amino-4,4-diethoxypiperidine-1-carboxylic acid tert-butyl ester